potassium aluminium disilicate [Si]([O-])([O-])([O-])[O-].[Si](O)(O)(O)O.[Al+3].[K+]